NC1=C(C(NC2=CC=CC=C12)=O)C(=O)NCCC 4-amino-2-oxo-N-propyl-1,2-dihydroquinoline-3-carboxamide